C(C)(C)(C)OC(C[C@H](NC(=O)NC=1C(N(C=CC1O)C)=O)C1=CC=C(C=C1)C1=C(C=C(C=C1)F)F)=O (S)-3-(2',4'-difluorobiphenyl-4-yl)-3-(3-(4-hydroxy-1-methyl-2-oxo-1,2-dihydropyridin-3-yl)ureido)propanoic acid tert-butyl ester